C1(=CCCCC1)SCCNC(CCNC([C@@H](C(COP(OP(OC[C@@H]1[C@H]([C@H]([C@@H](O1)N1C=NC=2C(N)=NC=NC12)O)OP(=O)(O)O)(=O)O)(=O)O)(C)C)O)=O)=O cyclohexenyl-Coa